C(C)S(=O)(=O)C=1C(=NC=C(C1)C1=CC=C(C=C1)OC(F)(F)F)C1=NOC(N1C1=NC=C(C=C1)C(F)(F)F)=O 3-(3-(ethylsulfonyl)-5-(4-(trifluoromethoxy)phenyl)pyridin-2-yl)-4-(5-(trifluoromethyl)pyridin-2-yl)-1,2,4-oxadiazol-5(4H)-one